octenylmethyl-dimethoxysilane C(=CCCCCCC)[Si](OC)(OC)C